NC=1C(=NON1)N1N=NC(=C1)C(=O)N/N=C/C1=CC(=CC=C1)C (E)-1-(4-amino-1,2,5-oxadiazol-3-yl)-N'-(3-methylbenzylidene)-1H-1,2,3-triazole-4-carbohydrazide